N-(3-cyano-5-(1-methyl-1H-1,2,4-triazol-3-yl)phenyl)-5-cyclopropylpyrazolo[1,5-a]pyrimidine-3-carboxamide C(#N)C=1C=C(C=C(C1)C1=NN(C=N1)C)NC(=O)C=1C=NN2C1N=C(C=C2)C2CC2